1-(5-((R)-2-(2,5-difluorophenyl)-4,4-difluoropyrrolidin-1-yl)pyrazolo[1,5-a]pyrimidin-3-yl)-3-((1R,2R)-2-hydroxycyclopropyl)thiourea FC1=C(C=C(C=C1)F)[C@@H]1N(CC(C1)(F)F)C1=NC=2N(C=C1)N=CC2NC(=S)N[C@H]2[C@@H](C2)O